C(=C)S(=O)(=O)NC=1C=C(C[C@H](N)C(=O)O)C=CC1 3-(vinylsulfonamido)-phenylalanine